F\C(=C/CN)\CS(=O)(=O)C1=CC(=NC=C1)C (Z)-3-fluoro-4-(2-methylpyridin-4-ylsulfonyl)but-2-en-1-amine